OC(C)C=1C(=NC(=CC1)N1C=NC2=C1C=CC(=C2)NC=2N=NC(=CC2)OC)N2N=C(C=C2C)C#N 1-[3-(1-hydroxyethyl)-6-[5-[(6-methoxypyridazin-3-yl)amino]benzimidazol-1-yl]-2-pyridinyl]-5-methyl-pyrazole-3-carbonitrile